6-bromonaphthalene-2,3-dinitrile BrC=1C=C2C=C(C(=CC2=CC1)C#N)C#N